(4,5,6,7-tetrahydro-1H-pyrazolo[3,4-c]pyridin-3-yl)(4-(2-(trifluoromethyl)phenyl)piperidin-1-yl)methanone N1N=C(C2=C1CNCC2)C(=O)N2CCC(CC2)C2=C(C=CC=C2)C(F)(F)F